[Si](C1=CC=CC=C1)(C1=CC=CC=C1)(C(C)(C)C)OCCNCCOC1=NC(=C(C=2N=C(NC(C21)=O)SC)F)Cl 5-(2-((2-((tert-butyldiphenylsilyl)oxy)ethyl)amino)ethoxy)-7-chloro-8-fluoro-2-(methylthio)pyrido[4,3-d]pyrimidin-4(3H)-one